(3-Methoxy-4-((4-(methylamino)-3-(trifluoromethyl)-1H-pyrrolo[2,3-b]pyridin-6-yl)amino)phenyl)(4-methylpiperazin-1-yl)methanon COC=1C=C(C=CC1NC1=CC(=C2C(=N1)NC=C2C(F)(F)F)NC)C(=O)N2CCN(CC2)C